FC(C)(F)C1=NN(C=C1C)CC12CCC(CC1)(C2)F 3-(1,1-difluoroethyl)-1-((4-fluorobicyclo[2.2.1]heptan-1-yl)methyl)-4-methyl-1H-pyrazole